ClC1=C(CN2C(=NOC2=O)CC2=C(N=CS2)C)C(=CC=C1)F 4-(2-chloro-6-fluorobenzyl)-3-[(4-methyl-1,3-thiazol-5-yl)methyl]-1,2,4-oxadiazol-5(4H)-one